acryloyloxyethoxy phthalate C(C=1C(C(=O)[O-])=CC=CC1)(=O)OOCCOC(C=C)=O